C(C1=CC=CC=C1)OC(=O)C=1NC=CC1 Pyrrole-2(1H)-carboxylic acid benzyl ester